ethyl (Z)-2-diazo-3-trimethylsilyloxy-pent-3-enoate [N+](=[N-])=C(C(=O)OCC)/C(=C/C)/O[Si](C)(C)C